C(C1=CC=CC=C1)OC(=O)NC(COCCC(=O)O)(COCCC(=O)O)COCCC(=O)O 3-[2-benzyloxycarbonylamino-3-(2-carboxy-ethoxy)-2-(2-carboxy-ethoxymethyl)-propoxy]-propionic acid